isoleucine-13C N[13C@@H]([C@@H](C)CC)C(=O)O